N,N-dimethyl-4-(3-phenyl-5-isoxazolyl)aniline CN(C1=CC=C(C=C1)C1=CC(=NO1)C1=CC=CC=C1)C